(3-(6-(6-(Difluoromethyl)imidazo[1,2-b]pyridazin-3-yl)pyrimidin-4-yl)benzyl)(imino)(methyl)-λ6-sulfanone FC(C=1C=CC=2N(N1)C(=CN2)C2=CC(=NC=N2)C=2C=C(CS(=O)(C)=N)C=CC2)F